N-[(1R)-1-[3-amino-5-(trifluoromethyl)phenyl]ethyl]-1-(2-fluoro-5-methoxy-phenyl)-6-oxo-pyridine-3-carboxamide NC=1C=C(C=C(C1)C(F)(F)F)[C@@H](C)NC(=O)C1=CN(C(C=C1)=O)C1=C(C=CC(=C1)OC)F